CC1=CC=C(C=C1)S(=O)(=O)OC1=CC=C(C=C1)NC(=O)NC1=CC=C(C=C1)OS(=O)(=O)C N-[4-(p-toluenesulfonyloxy)phenyl]-N'-[4-(methanesulfonyloxy)phenyl]urea